C1=NC=CC=2NC=3C=C(C=CC3C21)C=2C=CC(=NC2)OC2CC(C2)OC=2C=CC(=NC2)C#CCCCCOC=2C=C1C(N(C(C1=CC2)=O)C2C(NC(CC2)=O)=O)=O 5-((6-(5-((1r,3r)-3-((5-(5H-pyrido[4,3-b]indol-7-yl)pyridin-2-yl)oxy)cyclobutoxy)pyridin-2-yl)hex-5-yn-1-yl)oxy)-2-(2,6-dioxopiperidin-3-yl)isoindoline-1,3-dione